N-(5-((6-((S)-3-(2,6-difluorophenyl)isoxazolidine-2-yl)pyrimidine-4-yl)amino)-2-(4-((S)-3-(dimethylamino)pyrrolidine-1-yl)piperidine-1-yl)-4-methoxyphenyl)acrylamide FC1=C(C(=CC=C1)F)[C@H]1N(OCC1)C1=CC(=NC=N1)NC=1C(=CC(=C(C1)NC(C=C)=O)N1CCC(CC1)N1C[C@H](CC1)N(C)C)OC